COC1=C(C=CC(=C1)OC)CNC(=O)C1=CC2=C(C(=N1)C1=NN=C(N1CC1=CC=C(C=C1)OC)C1=C3C(=NN1CC)CCC3)C=NN2C N-[(2,4-dimethoxyphenyl)methyl]-4-[5-(2-ethyl-5,6-dihydro-4H-cyclopenta[c]pyrazol-3-yl)-4-[(4-methoxyphenyl)methyl]-1,2,4-triazol-3-yl]-1-methyl-pyrazolo[4,3-c]pyridine-6-carboxamide